C[C@@H](CC(=O)O)CCCOC1=C(C=CC=C1)CN1C(=NC=C1C)C1=CC=C(C=C1)C(F)(F)F (R)-3-methyl-6-(2-((5-methyl-2-(4-(trifluoromethyl)phenyl)-1H-imidazol-1-yl)methyl)-phenoxy)hexanoic acid